N1CCC2=CC(=CC=C12)C=1N=C(SC1C)NC(CC1=CC(=CC=C1)OCCOCCNC1=C2C(N(C(C2=CC=C1)=O)C1C(NC(CC1)=O)=O)=O)=O N-[4-(2,3-dihydro-1H-indol-5-yl)-5-methyl-1,3-thiazol-2-yl]-2-{3-[2-(2-{[2-(2,6-dioxopiperidin-3-yl)-1,3-dioxo-2,3-dihydro-1H-isoindol-4-yl]amino}ethoxy)ethoxy]phenyl}acetamide